ClC1=NC=C(C(=O)NC([2H])([2H])[2H])C(=C1)NC1=CN(C2=C1C(N(C=C2F)CC(F)F)=O)C 6-Chloro-4-((5-(2,2-difluoroethyl)-7-fluoro-1-methyl-4-oxo-4,5-dihydro-1H-pyrrolo[3,2-c]pyridin-3-yl)amino)-N-(methyl-d3)nicotinamide